S(N)(=O)(=O)C=1C=C(C=CC1)NC(=O)C=1C=NC=C(C1)C(F)(F)F N-(3-sulfamoylphenyl)-5-(trifluoromethyl)-pyridine-3-carboxamide